P(O)(=O)(OP(=O)(O)OP(=O)(O)O)OC[C@@H]1[C@H]([C@H]([C@@H](O1)C1=CN(C(=O)NC1=O)COC)O)O 1-methoxymethylpseudouridine triphosphate